FCCCNCCOC1=C(C(=NC=C1)[C@H]1N([C@@H](CC2=C1NC1=CC=CC=C21)C)CC(F)(F)F)F 3-fluoro-N-(2-((3-fluoro-2-((1S,3R)-3-methyl-2-(2,2,2-trifluoroethyl)-2,3,4,9-tetrahydro-1H-pyrido[3,4-b]indol-1-yl)pyridin-4-yl)oxy)ethyl)propan-1-amine